((1s,3s)-3-Hydroxy-3-methylcyclobutyl)(6-(3-methylbenzyl)-2-azaspiro[3.3]heptan-2-yl)methanone OC1(CC(C1)C(=O)N1CC2(C1)CC(C2)CC2=CC(=CC=C2)C)C